Cl.N1CCC1 azetidine hydrochloride salt